4-(triphenylmethyl-aminomethylene)-5-methyl-1,3-dioxol-2-one C1(=CC=CC=C1)C(C1=CC=CC=C1)(C1=CC=CC=C1)C(=C1OC(OC1C)=O)N